2-chloro-9-(cis-4-hydroxy-4-methylcyclohexyl)-7,9-dihydro-8H-purin-8-one ClC1=NC=C2NC(N(C2=N1)C1CCC(CC1)(C)O)=O